N1=CN=CC=2C(=CC=CC12)N Quinazoline-5-amine